tert-Butyl 4-[4-[5-[3-[tert-butyl(dimethyl)silyl]oxy-1-(5-fluoro-2-pyridyl)propoxy]-3-cyano-imidazo[1,2-a]pyridin-7-yl]-5-methyl-triazol-1-yl]piperidine-1-carboxylate [Si](C)(C)(C(C)(C)C)OCCC(OC1=CC(=CC=2N1C(=CN2)C#N)C=2N=NN(C2C)C2CCN(CC2)C(=O)OC(C)(C)C)C2=NC=C(C=C2)F